CNCCC(C=1SC=CC1)OC1=CC(=CC=C1)N1CCN(C2=C(C1)C=CC=C2)C N-methyl-3-(3-(1-methyl-1,2,3,5-tetrahydro-4H-benzo[e][1,4]diazepin-4-yl)phenoxy)-3-(thiophen-2-yl)propan-1-amine